(2-(9-(cyclopropylmethyl)-9H-imidazo[1,2-a]pyrrolo[2,3-c]pyridin-8-yl)-7-fluoro-1-methyl-1H-benzo[d]imidazol-5-yl)methanone C1(CC1)CN1C(=CC2=C1C=1N(C=C2)C=CN1)C1=NC2=C(N1C)C(=CC(=C2)C=O)F